COC=1C=C(C=CC1)C1=CC(=CC=C1OC)[C@H](CC(=O)[O-])NC(=O)NC=1C(N(C=CC1[O-])C)=O.[Na+].[Na+] sodium (S)-3-(3',6-dimethoxybiphenyl-3-yl)-3-(3-(1-methyl-4-oxido-2-oxo-1,2-dihydropyridin-3-yl)ureido)propanoate